11-oxadispiro[3.1.46.34]Tridecan-2-one C1C(CC12CC1(CCCC1)OCC2)=O